N-(pyridin-2-ylmethyl)-5-(4-(trifluoromethyl)phenyl)-2-naphthamide N1=C(C=CC=C1)CNC(=O)C1=CC2=CC=CC(=C2C=C1)C1=CC=C(C=C1)C(F)(F)F